C(C)(=O)C=1N=C(C=2N=CN([C@H]3[C@H](O)[C@H](OP(=O)(O)O)[C@@H](COP(=O)(O)OP(=O)(O)OCC(C)(C)[C@@H](O)C(=O)NCCC(=O)NCCS)O3)C2N1)N 2-acetyl-CoA